C(C)(C)(C)OC(=O)N1CC(CCC1)C(C1=C2C=CN(C2=C(C=C1OC)C)C(=O)OC(C)(C)C)N1N=C2C=C(C=CC2=C1)C#N tert-butyl 4-((1-(tert-butoxycarbonyl)piperidin-3-yl)(6-cyano-2H-indazol-2-yl)methyl)-5-methoxy-7-methyl-1H-indole-1-carboxylate